C(C)(C)(C)OC(=O)N1C(C2=CC=CC=C2CC1)(C)C=O formyl-1-methyl-1,2,3,4-tetrahydroisoquinoline-2-carboxylic acid tert-butyl ester